BrC=1C=2N(C(=C(C1)C)C(=O)OC)N=CN2 methyl 8-bromo-6-methyl-[1,2,4]triazolo[1,5-a]pyridine-5-carboxylate